tert-butyl (R)-(1-(4-(5-(3-cyano-6-(1-methyl-1H-pyrazol-4-yl)pyrazolo[1,5-a]pyrazin-4-yl)pyridin-2-yl)piperazin-1-yl)-4-methyl-1-oxopentan-2-yl)carbamate C(#N)C=1C=NN2C1C(=NC(=C2)C=2C=NN(C2)C)C=2C=CC(=NC2)N2CCN(CC2)C([C@@H](CC(C)C)NC(OC(C)(C)C)=O)=O